tert-butyl N-[4-(1,3-dioxoisoindolin-2-yl)butyl]-N-methyl-carbamate O=C1N(C(C2=CC=CC=C12)=O)CCCCN(C(OC(C)(C)C)=O)C